C(C)(C)(C)OC(=O)N1CC(CCC1)OCC1=C(C(C(=O)O)=CC=C1)C(=O)O 3-(((1-(tert-butoxycarbonyl)piperidin-3-yl)oxy)methyl)phthalic acid